ClC=1C(=C2C(=NC1)NC(=N2)C2=CC=C(C=C2)N2CCN(CC2)CCOC)NC2CCN(CC2)CC2=CC=C(C=C2)N(C)C 6-Chloro-N-{1-[4-(dimethylamino)benzyl]piperidin-4-yl}-2-{4-[4-(2-methoxyethyl)piperazin-1-yl]phenyl}-3H-imidazo[4,5-b]pyridin-7-amine